(4-isocyanophenyl)(phenyl)methanone [N+](#[C-])C1=CC=C(C=C1)C(=O)C1=CC=CC=C1